COC(N[C@H](C(=O)NC=1C(N(C=CC1)CC1=NC2=C(N1)C=CC=C2C(C(C)C)(F)F)=O)CC\C=C\C(=O)N(C)C)=O (S,E)-Methyl-(1-((1-((4-(1,1-difluoro-2-methylpropyl)-1H-benzo[d]imidazol-2-yl)methyl)-2-oxo-1,2-dihydropyridin-3-yl)amino)-7-(dimethylamino)-1,7-dioxohept-5-en-2-yl)carbamat